Cl.Cl.ClC=1C(=NC2=CC=C(C=C2C1)C1=NNC(=N1)CN)N1CCNCC1 [3-(3-chloro-2-piperazin-1-yl-6-quinolyl)-1H-1,2,4-triazol-5-yl]methanamine dihydrochloride